1,3-dimethylimidazolidine CN1CN(CC1)C